FC(OC1=CC=CC=C1)(F)F O-(trifluoromethyl)phenol